tert-butyl (4,5-difluoro-2-(hydroxymethyl)benzyl)carbamate FC1=CC(=C(CNC(OC(C)(C)C)=O)C=C1F)CO